2-(but-3-en-1-yloxy)acetic acid C(CC=C)OCC(=O)O